4-(3-(3-Chlorophenyl)-1H-pyrrolo[2,3-b]pyridin-4-yl)morpholine ClC=1C=C(C=CC1)C1=CNC2=NC=CC(=C21)N2CCOCC2